1-methyl-6-(trifluoromethyl)indole-2-carboxylic acid CN1C(=CC2=CC=C(C=C12)C(F)(F)F)C(=O)O